2-(5-chloropentyl)-5-phenylpyridazin-3(2H)-one ClCCCCCN1N=CC(=CC1=O)C1=CC=CC=C1